2-(methoxymethyl)-2,3-dihydropyrazolo[5,1-b]oxazole COCC1CN2C(O1)=CC=N2